methyl N-(tert-butoxycarbonyl)-O-(pyridin-2-yl)-D-serinate C(C)(C)(C)OC(=O)N[C@H](COC1=NC=CC=C1)C(=O)OC